C(C)(=O)O.C(C)(=O)O.C(C)(=O)O.P(O)(O)=O phosphonic acid triacetate